C1=CC=CC=2C3=CC=CC=C3C(C12)COC(=O)N(C(C(=O)O)CC=1C=NC=C(C1)I)C 2-((((9H-Fluoren-9-yl)methoxy)carbonyl)(methyl)amino)-3-(5-iodopyridin-3-yl)propanoic acid